cyclopropyl-7-[(1S,6S)-2,8-diazabicyclo[4.3.0]nonan-8-yl]-6-fluoro-8-methoxy-4-oxoquinoline-3-carboxylic acid C1(CC1)C1=NC2=C(C(=C(C=C2C(C1C(=O)O)=O)F)N1C[C@@H]2CCCN[C@@H]2C1)OC